CN(C)C[C@@]1(C(C1)(F)F)COC1=NC2=C(C(=C(C=C2C(=N1)N1C[C@@](CCC1)(O)C)F)C1=CC(=CC2=CC=CC(=C12)C#C)O)F (3R)-1-(2-(((R)-1-((dimethylamino)methyl)-2,2-difluorocyclopropyl)methoxy)-7-(8-ethynyl-3-hydroxynaphthalen-1-yl)-6,8-difluoroquinazolin-4-yl)-3-methylpiperidin-3-ol